O=C1NC(CC[C@@H]1N1C(C2=CC=C(C=C2C1=O)N1CCC2(CC(C2)N2CCC(CC2)C2=CC=C(C=C2)NC2=C3N=CN(C3=NC=N2)C2CC(C2)NC(CC2=CC=CC=C2)=O)CC1)=O)=O N-((1s,3s)-3-(6-((4-(1-(7-(2-(2,6-dioxopiperidin-3-yl)-1,3-dioxoisoindolin-5-yl)-7-azaspiro[3.5]nonan-2-yl)piperidin-4-yl)phenyl)amino)-9H-purin-9-yl)cyclobutyl)-2-phenylacetamide